Methyl 4-(tert-butoxycarbonyl)-5-(bromomethyl)-4H-thieno[3,2-b]pyrrole-2-carboxylate C(C)(C)(C)OC(=O)N1C2=C(C=C1CBr)SC(=C2)C(=O)OC